C1(=CC=CC=C1)C1=CC=CC=C1 rac-biphenyl